COC1=C(C=CC(=C1F)C2=NC(=C(C(=C2)N)Cl)C(=O)OC)Cl The molecule is a methyl ester resulting from the formal condensation of the carboxy group of halauxifen with methanol. It is a proherbicide used for the control of broad-leaved weeds in cereals and oilseed rape. It has a role as a synthetic auxin and a proherbicide. It is a member of monofluorobenzenes, a member of monochlorobenzenes, a monomethoxybenzene, an aminopyridine, a methyl ester, a chloropyridine and a biaryl. It derives from a halauxifen.